N-((2-((R)-2-amino-3-(2,4-dichlorophenyl)propanoyl)isoindolin-5-yl)methyl)methanesulfonimidamide N[C@@H](C(=O)N1CC2=CC=C(C=C2C1)CNS(=O)(=N)C)CC1=C(C=C(C=C1)Cl)Cl